NC=1C=NC=2CCN(CC2C1)C(=O)OC(C)(C)C tert-butyl 3-amino-7,8-dihydro-1,6-naphthyridine-6(5H)-carboxylate